FC=1C=C(C=C(C1)F)[C@@H]1CC[C@H]2OC3(C(N21)=O)CCN(CC3)C3=CC=CC=2N3N=CC2 (5'S,7a'R)-5'-(3,5-difluorophenyl)-1-(pyrazolo[1,5-a]pyridin-7-yl)tetrahydro-3'H-spiro[piperidine-4,2'-pyrrolo[2,1-b]oxazol]-3'-one